7-(4-bromo-3-chloro-benzoyl)-2-(4-methoxyphenyl)-3-oxo-N-[rac-(1S)-5-methoxyindan-1-yl]-6,8-dihydro-5H-imidazo[1,5-a]pyrazine-1-carboxamide BrC1=C(C=C(C(=O)N2CC=3N(CC2)C(N(C3C(=O)N[C@H]3CCC2=CC(=CC=C32)OC)C3=CC=C(C=C3)OC)=O)C=C1)Cl |r|